2-(5H-imidazo[5,1-a]isoindol-5-yl)-6-(methylsulfonyl)-1,2,3,4-tetrahydronaphthalen-1-ol C=1N=CN2C1C1=CC=CC=C1C2C2C(C1=CC=C(C=C1CC2)S(=O)(=O)C)O